5-(4-Bromo-2-fluorophenylamino)-N-(cyclopropyl-methoxy)imidazo[1,5-a]pyrazine-6-carboxamide BrC1=CC(=C(C=C1)NC1=C(N=CC=2N1C=NC2)C(=O)NOCC2CC2)F